C1(CC1)CN(C1=CC=CC=C1)C1=CC=C(C=N1)C1CN(C1)C(=O)N1C[C@@H](CC1)C(=O)N (3R)-1-[3-[6-[N-(Cyclopropylmethyl)anilino]-3-pyridyl]azetidine-1-carbonyl]pyrrolidine-3-carboxamide